3-carboxy-1-((2R,3R,4R,5R)-3,4-diacetoxy-5-(acetoxymethyl)tetrahydrofuran-2-yl)pyridin-1-ium C(=O)(O)C=1C=[N+](C=CC1)[C@@H]1O[C@@H]([C@H]([C@H]1OC(C)=O)OC(C)=O)COC(C)=O